2-(methoxymethoxy)-3-vinylbenzoate COCOC1=C(C(=O)[O-])C=CC=C1C=C